tert-butyl N-[(3R)-5-[(4-chlorophenyl)methyl]-7-[1-(5,5-difluoro-1-methyl-3-piperidyl)pyrazol-4-yl]-8-fluoro-4-oxo-2,3-dihydro-1,5-benzothiazepin-3-yl]carbamate ClC1=CC=C(C=C1)CN1C([C@H](CSC2=C1C=C(C(=C2)F)C=2C=NN(C2)C2CN(CC(C2)(F)F)C)NC(OC(C)(C)C)=O)=O